6-(2-(piperidin-4-yl)-2H-1,2,3-triazol-4-yl)-4-(7H-pyrrolo[2,3-d]pyrimidin-4-yl)-3,4-dihydro-2H-1,4-thiazine hydrochloride Cl.N1CCC(CC1)N1N=CC(=N1)C1=CN(CCS1)C=1C2=C(N=CN1)NC=C2